O=C1NC[C@H](N1)C(F)(F)F (4S)-2-oxo-4-(trifluoromethyl)imidazolidin